4-fluoro-N,3-dimethylaniline FC1=C(C=C(NC)C=C1)C